C(C)(C)(C)OC(=O)N1CCC(CC1)C=1C=C2C(=C(N(C2=CC1)C(=O)OC(C)(C)C)C1=CN(C(C(=C1)Cl)=O)CC)C(C)C tert-Butyl 5-(1-(tert-butoxycarbonyl)piperidin-4-yl)-2-(5-chloro-1-ethyl-6-oxo-1,6-dihydropyridin-3-yl)-3-isopropyl-1H-indole-1-carboxylate